C(C)OC(=O)C1=NN(C(=C1C/C(=N/O)/N)C)C 4-[(2Z)-2-amino-2-hydroxyimino-ethyl]-1,5-dimethyl-pyrazole-3-carboxylic acid ethyl ester